2-chloro-N-(4-(difluoromethyl)-5-(isoxazol-5-yl)-6-methoxypyridin-2-yl)-8,8-dimethyl-7,8-dihydro-6H-cyclopenta[e]pyrazolo[1,5-a]pyrimidine-6-carboxamide ClC1=NN2C(N=CC3=C2C(CC3C(=O)NC3=NC(=C(C(=C3)C(F)F)C3=CC=NO3)OC)(C)C)=C1